NC1=NC=CC=2N1C(=C(N2)C2=CC=C(C=C2)NC(C=C)=O)C2=CC=C(C=C2)F N-(4-(5-amino-3-(4-fluorophenyl)imidazo[1,2-c]pyrimidin-2-yl)phenyl)acrylamide